C(=O)(OC(C)(C)C)OC=1C=C(C(=O)O)C=CC1NC(=O)OC(C)(C)C 3-(Boc-hydroxy)-4-(Boc-amino)benzoic Acid